[Br-].C(C)[N+](CCOCC)(CC)CC N,N,N-triethyl-N-(2-ethoxyethyl)ammonium bromide